N-((6-((1H-indazol-4-yl)methyl)-4-methyl-5-oxo-5,6-dihydro-4H-thiazolo[5',4':4,5]pyrrolo[2,3-d]pyridazin-2-yl)(1H-pyrazol-3-yl)methyl)acetamide N1N=CC2=C(C=CC=C12)CN1N=CC2=C(C1=O)N(C1=C2SC(=N1)C(NC(C)=O)C1=NNC=C1)C